1,1,1,3,3,3-Hexafluoropropan-2-yl (±)-1-((5-methylpyrazin-2-yl)carbamoyl)-6-azaspiro[2.5]octan-6-carboxylat CC=1N=CC(=NC1)NC(=O)[C@@H]1CC12CCN(CC2)C(=O)OC(C(F)(F)F)C(F)(F)F |r|